2-methyl-6-(3-methyl-4-(((4-(pyridin-2-yl)pyrimidin-2-yl)amino)methyl)isoxazol-5-yl)pyridin-3-ol CC1=NC(=CC=C1O)C1=C(C(=NO1)C)CNC1=NC=CC(=N1)C1=NC=CC=C1